6-(4-(5-amino-3-((4-sulfamoylphenyl)amino)-1H-1,2,4-triazole-1-carboxamido)phenyl)pyrazine-2-carboxylic acid NC1=NC(=NN1C(=O)NC1=CC=C(C=C1)C1=CN=CC(=N1)C(=O)O)NC1=CC=C(C=C1)S(N)(=O)=O